penta(dimethylamino)niobium (V) CN(C)[Nb](N(C)C)(N(C)C)(N(C)C)N(C)C